FC(CN1C(=NC2=NC=C(C=C21)C2=CNC=1N=C(N=C(C12)OC)N[C@@H]1CC[C@@H](CC1)OC(F)F)C)F 5-(1-(2,2-difluoroethyl)-2-methyl-1H-imidazo[4,5-b]pyridin-6-yl)-N-(cis-4-(difluoromethoxy)cyclohexyl)-4-methoxy-7H-pyrrolo[2,3-d]pyrimidin-2-amine